C(C)(C)(C)C1CN(CC1)C(=O)NC1CCCCC2=C1C=CC(=C2)C2=NC(=NC=C2)NC=2C=NN(C2)CCOC 3-(tert-butyl)-N-(2-(2-((1-(2-methoxyethyl)-1H-pyrazol-4-yl)amino)pyrimidin-4-yl)-6,7,8,9-tetrahydro-5H-benzo[7]annulen-5-yl)pyrrolidine-1-carboxamide